N=1C=NN2C1C=C(C=C2)OC2=C(C(=C(C=C2)NC2=NC=NC1=C2N=C(N=C1)N1C[C@H](N(CC1)C(=O)OC(C)(C)C)C)F)C tert-butyl (R)-4-(8-((4-([1,2,4]triazolo[1,5-a]pyridin-7-yloxy)-2-fluoro-3-methylphenyl)amino)pyrimido[5,4-d]pyrimidin-2-yl)-2-methylpiperazine-1-carboxylate